(trifluoromethyl)cyclopentan-1-amine hydrochloride Cl.FC(F)(F)C1(CCCC1)N